O[C@]1(C[C@H]2CC[C@H]3[C@@H]4CCC[C@@H]([C@]4(CC[C@@H]3[C@H]2CC1)C)[C@H](CN1N=CC(=C1)C#N)C)COC 1-((R)-2-((1R,4aS,4bR,6aR,8R,10aS,10bR,12aS)-8-hydroxy-8-(methoxymethyl)-12a-methyloctadecahydrochrysen-1-yl)propyl)-1H-pyrazole-4-carbonitrile